Cl.Cl.F\C(=C/CN)\CS(=O)(=O)C1=CC=NC=C1 (Z)-3-fluoro-4-(pyridin-4-ylsulfonyl)but-2-en-1-amine dihydrochloride